C(CCCCC)C1=CC=C(C=C1)C#CC1=C(C(=C(C(=C1C#CC1=CC=C(C=C1)CCCCCC)C#CC1=CC=C(C=C1)CCCCCC)C#CC1=CC=C(C=C1)CCCCCC)C#CC1=CC=C(C=C1)CCCCCC)C#CC1=CC=C(C=C1)CCCCCC 1,2,3,4,5,6-hexakis[2-(4-hexylphenyl)ethynyl]benzene